methyl 2-(4-chloro-2-methoxyphenyl)acetate ClC1=CC(=C(C=C1)CC(=O)OC)OC